4-(4-(1,4-dimethyl-2-(4-(methylsulfonyl)phenyl)-1H-pyrrolo[3,2-c]pyridin-6-yl)phenyl)-1-isopropylpiperidin CN1C(=CC=2C(=NC(=CC21)C2=CC=C(C=C2)C2CCN(CC2)C(C)C)C)C2=CC=C(C=C2)S(=O)(=O)C